N1N=CC(=C1)C1=CC2=C(N=C(S2)NC2=NC=CC(=C2)C(C)(C)O)C=C1 2-(2-((6-(1H-pyrazol-4-yl)benzo[d]thiazol-2-yl)amino)pyridin-4-yl)propan-2-ol